C1(C(CC(CC1)C(C)C)O)(C)O para-menthane-diol